9-fluorothieno[3,2-c]quinolin-4(5H)-one FC=1C=2C3=C(C(NC2C=CC1)=O)C=CS3